C(C1=CC=CC=C1)OC(NCC1N(CCC2=C1NC1=CC=C(C=C21)Cl)C(C2=CC(=CC=C2)Cl)=O)=O benzyl((6-chloro-2-(3-chlorobenzoyl)-2,3,4,9-tetrahydro-1H-pyrido[3,4-b]indol-1-yl)methyl)carbamate